C(C1=CC=CC=C1)OC(=O)N1C(N(C(C1)C(=O)OC)C)=C=O methyl 1-benzyloxycarbonyl-3-methyl-2-carbonylimidazolidine-4-carboxylate